tert-butyl (4-azidocyclohexyl)carbamate N(=[N+]=[N-])C1CCC(CC1)NC(OC(C)(C)C)=O